BrC=1C(=C(C=CC1)NC1=NC=NC2=CC3=C(C=C12)O[C@H]([C@H](O3)C)C)F |r| (±)-cis-N-(3-Bromo-2-fluorophenyl)-7,8-dimethyl-7,8-dihydro[1,4]dioxino[2,3-g]quinazolin-4-amine